NC(C(=O)O)CC=1C=NC2=C(C=CC=C2C1)O 2-amino-3-(8-hydroxy-3-quinolineyl)propionic acid